2-fluoro-4-nitro-1-(trifluoromethyl)benzene FC1=C(C=CC(=C1)[N+](=O)[O-])C(F)(F)F